sodium (S)-2-(2-(1,1-difluoropropyl)-4-methyl phenoxy)propanoate FC(CC)(F)C1=C(O[C@H](C(=O)[O-])C)C=CC(=C1)C.[Na+]